methyl (2S)-2-[2-chloro-4-(4-chlorophenoxy)phenyl]-2-hydroxy-3-(1,2,4-triazol-1-yl)propanoate ClC1=C(C=CC(=C1)OC1=CC=C(C=C1)Cl)[C@@](C(=O)OC)(CN1N=CN=C1)O